ClC=1C2=C(N=C(N1)C)CN(C2)C(CC2CN(C2)C2=CC(=NC=C2)C(F)(F)F)=O 1-(4-chloro-2-methyl-5,7-dihydro-6H-pyrrolo[3,4-d]pyrimidin-6-yl)-2-(1-(2-(trifluoromethyl)pyridin-4-yl)azetidin-3-yl)ethan-1-one